4-thia-2,12-diazatricyclo(7.3.0.03,7)dodeca-1,3(7),5-trien-8-on C12=NC=3SC=CC3C(C2CCN1)=O